ClC=1C=C(C=CC1)C(CN(C)C)N 1-(3-chlorophenyl)-N2,N2-dimethyl-ethane-1,2-diamine